C1=NC=CC2=CC=CC(=C12)CCNC(OC(C)(C)C)=O tert-butyl (2-(isoquinolin-8-yl)ethyl)carbamate